tert-Butyl (2S,4R)-4-hydroxy-2-[5-[3-(4-methyl-1,3-thiazol-5-yl)phenyl]-1H-imidazol-2-yl]pyrrolidine-1-carboxylate O[C@@H]1C[C@H](N(C1)C(=O)OC(C)(C)C)C=1NC(=CN1)C1=CC(=CC=C1)C1=C(N=CS1)C